3-(1H-indol-3-yl)ACRYLIC ACID N1C=C(C2=CC=CC=C12)C=CC(=O)O